FC1=C(COC2=CC=3C[C@@H]4[C@H](C3C=C2)[C@H]4C(=O)O)C=C(C=C1)C=1C=NC(=C(C1)C(F)(F)F)OCCCS(=O)(=O)C (1S,1as,6aR)-4-((2-Fluoro-5-(6-(3-(methylsulfonyl)propoxy)-5-(trifluoromethyl)pyridin-3-yl)benzyl)oxy)-1,1a,6,6a-tetrahydrocyclopropa[a]indene-1-carboxylic acid